CC1=CC(=NN1C1=CC=C(C=C1)C(F)(F)F)N1CCN(CC1)CCN1CC(C1)OC(F)(F)F 1-[5-methyl-1-[4-(trifluoromethyl)phenyl]pyrazol-3-yl]-4-[2-[3-(trifluoromethoxy)azetidin-1-yl]ethyl]piperazine